C(C1=CC=CC=C1)S(=O)N benzyl-sulfinamide